C(C=1C(C(=O)[O-])=CC(C(=O)[O-])=CC1)(=O)[O-].[Li+].[Li+].[Li+] Lithium trimellitate